2-(2-(2,2-difluoroethoxy)ethoxy)-1,1,1-trifluoroethane FC(COCCOCC(F)(F)F)F